N1=C(C=CC=C1)C(C)(C1=NC=CC=C1)N1C=CC2=C(C=C(C=C12)C1=CN(C=2C(NC=CC21)=O)C)S(=O)(=O)C 3-(1-(1,1-di(pyridin-2-yl)ethyl)-4-(methylsulfonyl)-1H-indol-6-yl)-1-methyl-1,6-dihydro-7H-pyrrolo[2,3-c]pyridin-7-one